tert-Butyl ((1R,2S,5R)-5-(isopropyl(methyl)amino)-2-((S)-2-oxo-3-((6-(trifluoromethyl)quinazolin-4-yl)amino)pyrrolidin-1-yl)cyclohexyl)carbamate C(C)(C)N([C@@H]1CC[C@@H]([C@@H](C1)NC(OC(C)(C)C)=O)N1C([C@H](CC1)NC1=NC=NC2=CC=C(C=C12)C(F)(F)F)=O)C